FC1=C(C(=CC(=C1)[N+](=O)[O-])[N+](=O)[O-])N(CCN(C)C)C N1-(2-fluoro-4,6-dinitrophenyl)-N1,N2,N2-trimethylethane-1,2-diamine